C(OCCCC)(=O)Br n-butyl bromocarbonate